OC=1C=C2C[C@@H]([C@H]([C@H](C2=CC1)C1=CC=C(C=C1)N1CCC(CC1)C=O)C1=CC=CC=C1)C 1-(4-((1S,2R,3S)-6-hydroxy-3-methyl-2-phenyl-1,2,3,4-tetrahydronaphthalen-1-yl)phenyl)piperidine-4-carbaldehyde